NC/C(/CN1N=CN(C1=O)CC1=CC=C(S1)C=1C=CC2=C(N=C(S2)NC(C)=O)C1)=C\F N-{5-[5-({1-[(2E)-2-(aminomethyl)-3-fluoroprop-2-en-1-yl]-5-oxo-1,5-dihydro-4H-1,2,4-triazol-4-yl}methyl)thiophen-2-yl]-1,3-benzothiazol-2-yl}acetamide